amino-6-chloro-2-methylpyrimidine-5-carbaldehyde NC1=NC(=NC(=C1C=O)Cl)C